N[C@H]1CN(CCC1)C(=O)C1=NN(C(=C1)C1=CC=C(C#N)C=C1)C1=C(C=C(C=C1)N1CCCC1)F (R)-4-(3-(3-aminopiperidine-1-carbonyl)-1-(2-fluoro-4-(pyrrolidine-1-yl)phenyl)-1H-pyrazole-5-yl)benzonitrile